FC([C@@H](NC)C1=CC=C(C=N1)NC1CC2=CC=C(C=C2C1)C(F)(F)F)(F)F 6-((S)-2,2,2-Trifluoro-1-(methylamino)ethyl)-N-(5-(trifluoromethyl)-2,3-dihydro-1H-inden-2-yl)pyridin-3-amine